CC1=CC=CC2=C1S(CC1=C2N(N=C1C(=O)N1C(COCC1)C=O)C1=CC=C(C=C1)CN1CCOCC1)(=O)=O 4-(6-methyl-1-(4-(morpholinomethyl)phenyl)-5,5-dioxo-1,4-dihydrothiochromeno[4,3-c]pyrazole-3-carbonyl)morpholine-3-carbaldehyde